ClC=1C=C(C(=O)N2CC=3C(=NN4C3C(N(CC4)[C@@H](C)C=4C=C(C=CC4)NC(C)=O)=O)C[C@H]2C)C=CC1Cl |o1:17| N-(3-((S*)-1-((R)-2-(3,4-dichlorobenzoyl)-3-methyl-10-oxo-1,2,3,4,7,8-hexahydropyrido[4',3':3,4]pyrazolo[1,5-a]pyrazin-9(10H)-yl)ethyl)phenyl)acetamide